FC(C=1C=C(C=C(C1)C(F)(F)F)C=1C(=NN(C1C(=O)N)C=1SC(=C(N1)C1=CC(=C(C=C1)Cl)Cl)SC(C)C)C)(F)F 4-(3,5-bis(trifluoromethyl)phenyl)-1-(4-(3,4-dichlorophenyl)-5-(isopropylthio)thiazol-2-yl)-3-methyl-1H-pyrazole-5-carboxamide